ClC1=C(C(=CC(=C1)F)Cl)N1C=2N(C3=C(C1=O)C=NC(=N3)NC3=CC=C1C(CN(CC1=C3)C)(C)C)C=CN2 6-(2,6-dichloro-4-fluorophenyl)-2-[(2,4,4-trimethyl-1,2,3,4-tetrahydroisoquinolin-7-yl)amino]imidazo[1,2-a]pyrimido[5,4-e]pyrimidin-5(6H)-one